(4-(fluoromethylene)piperidin-2-yl)benzo[d]thiazole FC=C1CC(NCC1)C=1SC2=C(N1)C=CC=C2